ClC1=CC2=C(N=C(O2)CN2C3=C(OCC2=O)C=CC(=C3)C(=O)NO)C=C1 4-((6-chlorobenzo[d]oxazol-2-yl)methyl)-N-hydroxy-3-oxo-3,4-dihydro-2H-benzo[b][1,4]oxazine-6-carboxamide